methyl (R)-3-(6-(5-chloro-2-(((1S,2S,3R,5R)-2-hydroxy-8-oxabicyclo[3.2.1]octan-3-yl)amino)pyrimidin-4-yl)-4-fluoro-1-isopropyl-1H-benzo[d]imidazol-2-yl)pyrrolidine-1-carboxylate ClC=1C(=NC(=NC1)N[C@H]1[C@@H]([C@@H]2CC[C@H](C1)O2)O)C=2C=C(C1=C(N(C(=N1)[C@H]1CN(CC1)C(=O)OC)C(C)C)C2)F